OC(CN1C=NC2=C(C1=O)C=C(N=C2C=2C=NNC2)C2=NC=C(C=C2)C(F)(F)F)(C)C 3-(2-hydroxy-2-methylpropyl)-8-(1H-pyrazol-4-yl)-6-(5-(trifluoromethyl)pyridin-2-yl)pyrido[3,4-d]pyrimidin-4(3H)-one